(S)-4-(cyclopentanecarbonyl)-N-hydroxy-3-phenyl-2,3,4,5-tetrahydrobenzo[f][1,4]oxazepine-8-carboxamide C1(CCCC1)C(=O)N1[C@H](COC2=C(C1)C=CC(=C2)C(=O)NO)C2=CC=CC=C2